NCCCCCCCNC1=C(C(=O)NC=2SC(=C(N2)C)C)C=CC(=C1)C 2-((7-aminoheptyl)amino)-N-(4,5-dimethylthiazol-2-yl)-4-methylbenzamide